5-acetyl-3-(3-methoxyphenyl)-2,7-dimethylisoquinolin-1(2H)-one C(C)(=O)C1=C2C=C(N(C(C2=CC(=C1)C)=O)C)C1=CC(=CC=C1)OC